[Cu](=O)=O.[Cr] chromium copper dioxide